(R)-2-(3-((6-(4-hydroxybenzo[b]thiophen-5-yl)-5-methyl-1,2,4-triazine-3-yl)amino)piperidin-1-yl)acetonitrile OC1=C(C=CC=2SC=CC21)C2=C(N=C(N=N2)N[C@H]2CN(CCC2)CC#N)C